CC1=C(C(=NC=C1Br)C(=O)O)C(=O)O Methyl-5-bromopyridine-2,3-dicarboxylic acid